4-(furo[3,2-c]pyridin-4-yl)-N-[trans-4-hydroxy-4-(trifluoromethyl)cyclohexyl]benzamide O1C=CC=2C(=NC=CC21)C2=CC=C(C(=O)NC1CCC(CC1)(C(F)(F)F)O)C=C2